FC1=CC=C(C=N1)C1=NC(=CC(=C1N1[C@H](C[C@H](CC1)C1=NN=CN1C)C)C#N)C(F)(F)F 6'-fluoro-3-[(2S,4S)-2-methyl-4-(4-methyl-4H-1,2,4-triazol-3-yl)piperidin-1-yl]-6-(trifluoromethyl)-[2,3'-bipyridine]-4-carbonitrile